C(CCC=CCCC=CCCC=CC)=O 4,8,12-Tetradecatrienal